C(C)(C)(C)C1=CC=C(C=C1O)C(C)C 6-tertiary butyl-3-isopropyl-phenol